(3,5-di-t-butyl-4-hydroxyphenyl)propanoic acid octadecyl ester C(CCCCCCCCCCCCCCCCC)OC(C(C)C1=CC(=C(C(=C1)C(C)(C)C)O)C(C)(C)C)=O